CC1(CCC2(CCC(O2)OCCO)CC1)C 2-((8,8-dimethyl-1-oxaspiro[4.5]dec-2-yl)oxy)ethane-1-ol